N=C(CCNC(=O)C1=CC(=CN1C)C1=C(C(=O)N)C=CC(=N1)C=CC1=CC=C(C=C1)OC)NC(C)C (5-((3-imino-3-(isopropylamino)propyl)carbamoyl)-1-methyl-1H-pyrrol-3-yl)-6-(4-methoxystyryl)nicotinamide